C(C)(C)(C)OC(=O)N1CC(C1)C1=CC(=C(C(=C1)F)OC(F)(F)F)F 3-(3,5-difluoro-4-(trifluoromethoxy)phenyl)azetidine-1-carboxylic acid tert-butyl ester